12,12-dimethyl-2λ6-thia-3,9,11,18,23-pentaazatetracyclo[17.3.1.111,14.05,10]Tetracosan-1(22),5,7,9,19(23),20-hexaen-2,2,4-trione CC1(N2C3=NC=CC=C3C(NS(C3=CC=CC(NCCCC(C1)C2)=N3)(=O)=O)=O)C